C(#N)C=1C=C(CC=2NC(=NN2)C(=O)N[C@H]2[C@@H]3[C@H](C4=C(NC2=O)C(=CC(=C4)F)F)C3)C=CC1 5-(3-cyanobenzyl)-N-((1aS,2S,8bR)-5,7-difluoro-3-oxo-1,1a,2,3,4,8b-hexahydrobenzo[b]cycloprop[d]azepin-2-yl)-4H-1,2,4-triazole-3-carboxamide